2-imino-5-methoxy-6-(methoxycarbonyl)-1,3-benzothiazol-3-aminium diphenylphosphinate C1(=CC=CC=C1)P([O-])(=O)C1=CC=CC=C1.N=C1SC2=C(N1[NH3+])C=C(C(=C2)C(=O)OC)OC